3-chloro-5-((1-((5-(4-isopropylphenyl)-6-oxo-1,6-dihydropyridazin-3-yl)methyl)-6-oxo-4-(trifluoromethyl)-1,6-dihydropyrimidin-5-yl)oxy)benzonitrile ClC=1C=C(C#N)C=C(C1)OC1=C(N=CN(C1=O)CC1=NNC(C(=C1)C1=CC=C(C=C1)C(C)C)=O)C(F)(F)F